[2H]C(CO)(CO)[2H] 2,2-dideuteriopropane-1,3-diol